(1R,4S)-1-(2-(bis(t-butoxycarbonyl)amino)ethyl)-4-(2,5-dimethyl-1H-pyrrol-1-yl)cyclopent-2-ene-1-carboxylic acid methyl ester COC(=O)[C@]1(C=C[C@H](C1)N1C(=CC=C1C)C)CCN(C(=O)OC(C)(C)C)C(=O)OC(C)(C)C